ClC1=CC=C(CSC2=C3N=CNC3=NC=N2)C=C1 6-((4-Chlorobenzyl)thio)-9H-purin